NCCC(CC(C(=O)[O-])=O)O 6-amino-4-hydroxy-2-oxo-hexanoate